C1=CC=CC=2C3=CC=CC=C3N(C12)C=1C=C(C=CC1)C1=C2C=CC=CC2=C(C2=CC=CC=C12)C1=C(C=CC=C1)C1=CC=CC=2C3=CC=CC=C3C=3N(C=NC3C12)C1=CC=CC=C1 4-(10-(3-(9H-carbazol-9-yl)phenyl)anthracene-9-ylphenyl)-1-phenyl-1H-phenanthro[9,10-d]imidazole